1-((3,3-Difluorocyclopentyl)methyl)-3-(difluoromethoxy)-N-(2-(S-methylsulfonimidoyl)pyridin-4-yl)-4-(trifluoromethyl)-pyrazole-5-carboxamide FC1(CC(CC1)CN1N=C(C(=C1C(=O)NC1=CC(=NC=C1)S(=O)(=N)C)C(F)(F)F)OC(F)F)F